C1(=CC=CC2=CC=CC=C12)C=1C(=C(C=CC1)C1=CC=CC=C1)C1=CC=CC=2C3=CC=CC=C3C(C12)(C)C (naphthyl)-9,9-dimethylfluorenyl-biphenyl